(1-((4-chloropyrimidin-5-yl)ethynyl)cyclopropyl)carbamic acid tert-butyl ester C(C)(C)(C)OC(NC1(CC1)C#CC=1C(=NC=NC1)Cl)=O